(3-(1,1,1-trifluoro-2-methylpropan-2-yl)-1H-1,2,4-triazol-5-yl)methanamine hydrobromide Br.FC(C(C)(C)C1=NNC(=N1)CN)(F)F